ClC1=NC=2N(C(=C1C1=C(C=C(C=C1F)\C=C\C1[C@@H]3CN(C[C@H]13)C)F)N[C@H](C)C1CCC1)N=CN2 5-Chloro-N-((R)-1-cyclobutylethyl)-6-(2,6-difluoro-4-((E)-2-((1R,5S,6s)-3-methyl-3-azabicyclo[3.1.0]hex-6-yl)vinyl)phenyl)-[1,2,4]triazolo[1,5-a]pyrimidin-7-amine